FC=1C=C(C=NC1)CN1CCNCC1 4-((5-fluoropyridin-3-yl)methyl)piperazine